ClC1=C(C=NN1)C1=CC=C2C(=CN(C2=C1)CC1N(CC1)C)C(=O)C1COC2=CC=C(C=C2C1)OC [6-(5-Chloro-1H-pyrazol-4-yl)-1-[[(1S)-1-methylazetidin-2-yl]methyl]indol-3-yl]-(6-methoxychroman-3-yl)methanone